dl-2,2-di-tert-butylphenylcarbodiimide C(C)(C)(C)C1(C(C=CC=C1)N=C=N)C(C)(C)C